ClC1=C(C=CC(=C1)C(F)(F)F)N1CCC(CC1)(C(=O)NCCNC)C=1C=CC(=NC1)C=1C(=NC=CC1)OCC 1-[2-chloro-4-(trifluoromethyl)phenyl]-4-{2'-ethoxy-[2,3'-bipyridine]-5-yl}-N-[2-(methylamino)ethyl]piperidine-4-carboxamide